C(C)C1=C2C(=CC(=CC2=CC=C1F)O)C1=C(C=2N=C(N=C(C2C=N1)N1CCOCCC1)OC[C@]12[C@H](N(CCC1)C)CCC2)F 5-ethyl-6-fluoro-4-(8-fluoro-2-(((4as,7ar)-1-methyl-octahydro-4aH-cyclopenta[b]pyridin-4a-yl)methoxy)-4-(1,4-oxaazepan-4-yl)pyrido[4,3-d]pyrimidin-7-yl)naphthalene-2-ol